N-(4-(benzofuran-2-yl)phenyl)-2-(3-bromophenyl)acetamide O1C(=CC2=C1C=CC=C2)C2=CC=C(C=C2)NC(CC2=CC(=CC=C2)Br)=O